p-hydroxybenzylidene-1H-indol-2-one OC1=CC=C(C=C2C(NC3=CC=CC=C23)=O)C=C1